N-(4,4-Dimethyl-pentyl)-4-methyl-6-[(3R)-3-methyl-morpholin-4-yl]-2-methylsulfanyl-pyridine-3-carboxylic acid amide CC(CCCNC(=O)C=1C(=NC(=CC1C)N1[C@@H](COCC1)C)SC)(C)C